tert-butyl 2-(6-carbamoyl-3-methyl-indol-1-yl)propanoate C(N)(=O)C1=CC=C2C(=CN(C2=C1)C(C(=O)OC(C)(C)C)C)C